tert-butyl N-[3-[[2-(2,6-dioxo-3-piperidyl)-1,3-dioxo-isoindolin-5-yl] amino]-3-oxo-propyl]-N-methylcarbamate O=C1NC(CCC1N1C(C2=CC=C(C=C2C1=O)NC(CCN(C(OC(C)(C)C)=O)C)=O)=O)=O